FC1C(CNC1)N(C(OC(C)(C)C)=O)C tert-butyl N-(4-fluoropyrrolidin-3-yl)-N-methylcarbamate